3,5-dimethylmercapto-toluenediamine CSC=1C=C(C(N)N)C=C(C1)SC